6-cyclopropyl-2-(1H-imidazol-1-yl)-N-(2-(trifluoromethyl)pyridin-4-yl)pyrimidine-4-carboxamide C1(CC1)C1=CC(=NC(=N1)N1C=NC=C1)C(=O)NC1=CC(=NC=C1)C(F)(F)F